1,3-dimethoxy-1,3-dimethyl-1,3-divinyldisiloxane CO[Si](O[Si](C=C)(C)OC)(C=C)C